O=C(CNC(=O)C1=CC=CC2=CC=CC=C12)NCC(F)(F)F N-[2-oxo-2-(2,2,2-trifluoroethylamino)ethyl]Naphthalene-1-carboxamide